(7R,8S,9S)-2,3-Dimethyl-8-hydroxy-7-(2-methoxyethoxy)-9-phenyl-7,8,9,10-tetrahydro-imidazo[1,2-h][1,7]naphthyridine CC=1N=C2N(C=CC=3[C@H]([C@H]([C@@H](NC23)C2=CC=CC=C2)O)OCCOC)C1C